C(C)(C)(C)OC(=O)N1NC=CC(=C1)C#CC1=CC=C(C=C1)C1CCN(CC1)C=1CCC=2N(N1)C(=NN2)C(F)(F)F 5-((4-(1-(3-(trifluoromethyl)-7,8-dihydro-[1,2,4]triazolo[4,3-b]pyridazin-6-yl)piperidin-4-yl)phenyl)ethynyl)pyridazine-1-carboxylic acid tert-butyl ester